C1(=CC=CC=C1)NC1=CC=C(C=C1)N(CCCC)CCCC N-phenyl-N',N'-di-n-butyl-1,4-phenylenediamine